C(C)(C)C1=C(N=CO1)C(=O)N 5-isopropyloxazole-4-carboxamide